ClC1=NC=2N(C(=C1C1=C(C=C(C=C1F)C#CCCNC(OC(C)(C)C)=O)F)N[C@H](C)C(C)C)N=CN2 tert-butyl (R)-(4-(4-(5-chloro-7-((3-methylbutan-2-yl)amino)-[1,2,4]triazolo[1,5-a]pyrimidin-6-yl)-3,5-difluorophenyl)but-3-yn-1-yl)carbamate